(R)-3-((5-chloro-1H-indol-2-yl)methyl)-1-methyl-1-(1-(1-methyl-1H-1,2,4-triazole-5-carbonyl)piperidin-3-yl)urea ClC=1C=C2C=C(NC2=CC1)CNC(N([C@H]1CN(CCC1)C(=O)C1=NC=NN1C)C)=O